CN(C)CC1=C(C=CC(=N1)NC=1C=CC(=C2CNC(C12)=O)C1=CN=C2N1C=CC(=C2)F)N2C[C@H](CC2)O 7-[[6-[(dimethylamino)-methyl]-5-[(3S)-3-hydroxypyrrolidin-1-yl]-2-pyridyl]amino]-4-(7-fluoroimidazo[1,2-a]pyridin-3-yl)isoindolin-1-one